(S)-8-chloro-2-methyl-5-((2-(3-(5-methyl-6-oxo-1,6-dihydropyridazin-4-yl)propyl)-2-azaspiro[3.3]heptan-6-yl)(oxetan-3-yl)methyl)phthalazin-1(2H)-one ClC=1C=CC(=C2C=NN(C(C12)=O)C)[C@H](C1COC1)C1CC2(CN(C2)CCCC=2C=NNC(C2C)=O)C1